OC(=CC1=CC=CC=C1)S(=O)(=O)[O-] hydroxystyrenesulfonate